CC1(C2=CC=CC=C2C=2C(=CC=CC12)C1=CC=C(C=C1)C1=CC=C(C=C1)C1=NC(=NC(=C1)C1=CC=C(C=C1)C1=CC=CC=C1)C1=CC=CC=C1)C {4-[4-(9,9-dimethyl-9H-fluoren-4-yl)phenyl]phenyl}-2-phenyl-6-(4-phenylphenyl)pyrimidine